(S,E)-N-(1-cyclobutyl-3-(methylsulfonyl)allyl)-2-(cyclopropyldifluoromethyl)-4-phenoxypyrimidine-5-carboxamide C1(CCC1)[C@@H](\C=C\S(=O)(=O)C)NC(=O)C=1C(=NC(=NC1)C(F)(F)C1CC1)OC1=CC=CC=C1